(3-(3-(6-fluoronaphthalene-1-yl)azetidin-1-yl)-5-(methoxymethyl)-4H-1,2,4-triazole-4-yl)-2-methoxypyridine FC=1C=C2C=CC=C(C2=CC1)C1CN(C1)C1=NN=C(N1C=1C(=NC=CC1)OC)COC